2,4,6-trifluoro-benzene-1,3,5-tricarboxylic acid FC1=C(C(=C(C(=C1C(=O)O)F)C(=O)O)F)C(=O)O